C(C)(C)(C)OC(=O)N1C[C@@H](N(CC1)C=1C2=C(N=CN1)N(C=C2N2C(COCC2)=O)C2=NC=CC(=C2)Cl)C (S)-4-(7-(4-Chloropyridin-2-yl)-5-(3-oxomorpholino)-7H-pyrrolo[2,3-d]pyrimidin-4-yl)-3-methylpiperazine-1-carboxylic acid tert-butyl ester